FC1=CC=C(C=C1)C=CC(=O)N1C(C=2N(CC1)C(=NN2)C2=NC(=NS2)C)C 3-(4-fluorophenyl)-1-(8-methyl-3-(3-methyl-1,2,4-thiadiazol-5-yl)-5,6-dihydro-[1,2,4]triazolo[4,3-a]pyrazin-7(8H)-yl)prop-2-en-1-one